1-{4-[(tert-butyldimethylsilyl)oxy]butyl}-4-chloro-3-{3-methyl-5-[4-(trifluoromethyl)phenoxy]phenyl}-1H-pyrrolo[3,2-c]pyridine [Si](C)(C)(C(C)(C)C)OCCCCN1C=C(C=2C(=NC=CC21)Cl)C2=CC(=CC(=C2)OC2=CC=C(C=C2)C(F)(F)F)C